5-amino-2-(hexahydro-1H-furo[3,4-c]pyrrole-5-carbonyl)-1-(3-hydroxy-2,6-dimethylphenyl)-1H-imidazole-4-carboxamide NC1=C(N=C(N1C1=C(C(=CC=C1C)O)C)C(=O)N1CC2C(C1)COC2)C(=O)N